NC1=CC=C2C(N(N(C2=C1)CC=C)C1=C(C=CC(=C1)C)OC)=O 6-amino-2-(2-methoxy-5-methylphenyl)-1-(prop-2-en-1-yl)indazol-3-one